3,5-di-tert-butyl-salicylaldehyde imine C(C)(C)(C)C1=C(C(C=N)=CC(=C1)C(C)(C)C)O